ClCC1=NC=2C(=NC(=CC2N2CCOCC2)N2N=C(C=C2)C=2C=C(C=CC2)C)N1C 4-(2-(chloromethyl)-3-methyl-5-(3-(m-tolyl)-1H-pyrazol-1-yl)-3H-imidazo[4,5-b]pyridin-7-yl)morpholine